tert-butyl 4-(5-(2-((2-chloro-4-(trifluoromethyl)phenyl)amino)-2-oxoethyl)-2-(difluoromethyl)-6-ethyl-8-oxo-5,8-dihydropyrido[2,3-b]pyrazin-7-yl)piperazine-1-carboxylate ClC1=C(C=CC(=C1)C(F)(F)F)NC(CN1C(=C(C(C=2C1=NC=C(N2)C(F)F)=O)N2CCN(CC2)C(=O)OC(C)(C)C)CC)=O